ClC=1C(=NC=C(C1)OC1=CC=CC=C1)C(O)N1C2=C(NCC1(C)COC)C=NC1=C2C=CN1 ((3-chloro-5-phenoxypyridin-2-yl)(hydroxy)methyl)-2-(methoxymethyl)-2-methyl-1,2,4,7-Tetrahydro-3H-pyrrolo[3',2':5,6]pyrido[3,4-b]pyrazin